C(#N)C=1C=NN(C1)C1C(CC1)C=1NC(C2=C(N1)N(N=C2C#N)[C@@H](C)C=2C=NC(=CC2)C(F)(F)F)=O 6-(2-(4-cyano-1H-pyrazol-1-yl)cyclobutyl)-4-oxo-1-((S)-1-(6-(trifluoromethyl)pyridin-3-yl)ethyl)-4,5-dihydro-1H-pyrazolo[3,4-d]pyrimidine-3-carbonitrile